8-((2S,5R)-4-(3-bromo-4-(trifluoromethoxy)benzyl)-2,5-dimethylpiperazin-1-yl)-5-methyl-6-oxo-5,6-dihydro-1,5-naphthyridine-2-carbonitrile BrC=1C=C(CN2C[C@@H](N(C[C@H]2C)C2=CC(N(C=3C=CC(=NC23)C#N)C)=O)C)C=CC1OC(F)(F)F